S1C(=CC=C1)CC1=NOC(=N1)CN (3-(thiophen-2-ylmethyl)-1,2,4-oxadiazol-5-yl)methylamine